3-((1R,3R)-1-(2,6-difluoro-4-(((S)-1-(3-fluoropropyl)pyrrolidin-3-yl)oxy)phenyl)-3-methyl-1,3,4,9-tetrahydro-2H-pyrido[3,4-b]indol-2-yl)bicyclo[1.1.1]pentane-1-carboxamide FC1=C(C(=CC(=C1)O[C@@H]1CN(CC1)CCCF)F)[C@H]1N([C@@H](CC2=C1NC1=CC=CC=C21)C)C21CC(C2)(C1)C(=O)N